C[C@H]1CC[C@@H](N(C1)C(C(=O)NC=1C=C(C=NC1)C(=O)N)=O)C1=CC=C2C(=N1)C=NN2 5-[[2-[(2R,5S)-5-methyl-2-(1H-pyrazolo[4,3-b]pyridin-5-yl)-1-piperidyl]-2-oxo-acetyl]amino]pyridine-3-carboxamide